CN1C(=NC2=C(C=C(C=C2C1=O)C)[C@@H](C)NC1=C(C=CC=C1)S(=O)(=O)C(F)(F)F)N1CCOCC1 (R)-3,6-dimethyl-2-morpholino-8-(1-((2-((trifluoromethyl)sulfonyl)phenyl)amino)ethyl)quinazolin-4(3H)-one